(6S)-1'-[7-(1,5-dimethylpyrazol-4-yl)-6-methyl-pyrazolo[1,5-a]pyrazin-4-yl]-2-methoxy-spiro[4,6-dihydro-cyclopenta[d]thiazol-5,4'-piperidin]-6-amine CN1N=CC(=C1C)C1=C(N=C(C=2N1N=CC2)N2CCC1(CC2)[C@@H](C2=C(N=C(S2)OC)C1)N)C